ClC1=NC2=CC=C(C=C2C(=C1)Cl)C#N 2,4-dichloro-6-cyanoquinoline